(3R)-N-(5-chloropyrido[2,3-d]Pyridazin-8-yl)-1-methylpiperidin-3-amine ClC1=C2C(=C(N=N1)N[C@H]1CN(CCC1)C)N=CC=C2